C(C)(=O)OCCCC D-4-butyl acetate